COC1=C(C=CC=C1)N1C(=CC2=C3C(C=C(N=C13)C(F)(F)F)=CC=C2)C(F)(F)F 1-(2-methoxyphenyl)-2,8-bis(trifluoromethyl)-1H-benzo[de][1,8]naphthyridine